1-(3-fluorophenyl)-4-phenyl-2-((4-(3-(trifluoromethyl)-3H-diazirin-3-yl)benzyl)thio)-1H-imidazole FC=1C=C(C=CC1)N1C(=NC(=C1)C1=CC=CC=C1)SCC1=CC=C(C=C1)C1(N=N1)C(F)(F)F